C1(CC1)C=1C(=NC(=NC1C1=NN(C=C1)C)NC1=C(C=C(C=C1F)S(=O)(=O)C)F)N(C1=NN(C(=C1)C)CC1=CC=C(C=C1)OC)CC1=CC=C(C=C1)OC 5-cyclopropyl-N2-(2,6-difluoro-4-(methylsulfonyl)phenyl)-N4-(4-methoxybenzyl)-N4-(1-(4-methoxybenzyl)-5-methyl-1H-pyrazol-3-yl)-6-(1-methyl-1H-pyrazol-3-yl)pyrimidine-2,4-diamine